C(C)(O)=N acetic acid imin